C(#N)C(C(=O)N)C 2-cyano-propionamide